C(C1=CC=CC=C1)(C1=CC=CC=C1)N1CCN(CC1)C(=O)C1=C2CN(C(C2=CC=C1)=O)C1C(NC(CC1)=O)=O 3-(4-(4-benzhydryl-piperazine-1-carbonyl)-1-oxoisoindolin-2-yl)piperidine-2,6-dione